C(#N)C1=CC(=C(COC2=C(C=CC(=N2)OC2CCN(CC2)CC2=NC3=C(N2CC2=CN=CN2CC)C=C(C=C3)C(=O)O)F)C=C1)F 2-((4-((6-((4-cyano-2-fluorobenzyl)oxy)-5-fluoropyridin-2-yl)oxy)piperidine-1-yl)methyl)-1-((1-ethyl-1H-imidazol-5-yl)methyl)-1H-benzo[d]imidazole-6-carboxylic acid